tert-butyl (S)-2-((((9H-fluoren-9-yl)methoxy)carbonyl)amino)-3-(3-methoxyphenyl)propanoate C1=CC=CC=2C3=CC=CC=C3C(C12)COC(=O)N[C@H](C(=O)OC(C)(C)C)CC1=CC(=CC=C1)OC